[4-(3-butyl)benzylidene-2-pentyl]4-ethylbenzoic acid CCC(C)C1=CC=C(C=CCCC(C)C2=C(C(=O)O)C=CC(=C2)CC)C=C1